C(CC)(=O)OC(C)(C)C T-butyl propionate